6-bromo-2'-(4-methylpiperazin-1-yl)-2,4'-bipyridine BrC1=CC=CC(=N1)C1=CC(=NC=C1)N1CCN(CC1)C